C(CC)=O (S)-propionaldehyde